FC1(CCN(CC1)C(=O)C=1C=C2C(=NC1)N(C=C2)C2=CC=C(C=C2)C2(CC2)C(=O)O)F 4-(5-(4,4-difluoropiperidine-1-carbonyl)-1H-pyrrolo[2,3-b]pyridin-1-yl)phenylcyclopropane-1-carboxylic acid